C(C)S(=O)(=O)N[C@@H]1CC[C@H](OC1)CN1CCC2(CN(C2)C2=NC=NC=C2OC2=C(C(=O)OC)C=C(C=C2)F)CC1 methyl 2-((4-(7-(((2S,5R)-5-(ethylsulfonamido)tetrahydro-2H-pyran-2-yl)methyl)-2,7-diazaspiro[3.5]nonan-2-yl)pyrimidin-5-yl)oxy)-5-fluorobenzoate